(S)-N-{1-[8-({8-fluoro-2-methylimidazo[1,2-a]pyridin-6-yl}carbamoyl)-2-methoxyquinoxalin-5-yl]pyrrolidin-3-yl}-N-methylcarbamic acid tert-butyl ester C(C)(C)(C)OC(N(C)[C@@H]1CN(CC1)C1=C2N=CC(=NC2=C(C=C1)C(NC=1C=C(C=2N(C1)C=C(N2)C)F)=O)OC)=O